5-[4-[[(3S,4R)-3-hydroxy-4-[[3-methyl-5-(trifluoromethyl)-2-pyridyl]amino]-1-piperidyl]sulfonyl]phenyl]-1-methyl-imidazole O[C@H]1CN(CC[C@H]1NC1=NC=C(C=C1C)C(F)(F)F)S(=O)(=O)C1=CC=C(C=C1)C1=CN=CN1C